(S)-quinuclidin-3-yl((R)-5-(4-ethoxy-3,5-dimethylphenyl)-2,2-dimethyl-2,3-dihydro-1H-inden-1-yl)carbamate N12C[C@H](C(CC1)CC2)OC(N[C@@H]2C(CC1=CC(=CC=C21)C2=CC(=C(C(=C2)C)OCC)C)(C)C)=O